1-(5-methoxy-6-methylpyridin-2-yl)ethan-1-one COC=1C=CC(=NC1C)C(C)=O